C[Si](CCOCN1C=NC2=NC=CC=C21)(C)C 1-((2-(trimethylsilyl)ethoxy)methyl)-1H-imidazo[4,5-b]Pyridine